C1(CC1)C=1C=C(C=CC1)NC(=O)C1CN(CC(C1)(F)F)C(C1=CC(=CC(=C1)C1=CC=NC=C1)F)=O N-(3-cyclopropylphenyl)-5,5-difluoro-1-(3-fluoro-5-(pyridin-4-yl)benzoyl)piperidine-3-carboxamide